tetramethyl-16-(2,3,6-trifluorobenzyl)-1,4,7,11,14-pentaazacyclooctadecane CC1C(N(CCC(CNCCNCCCNCCN1)CC1=C(C(=CC=C1F)F)F)C)(C)C